8-oxo-8-(undecyloxy)octanoic acid O=C(CCCCCCC(=O)O)OCCCCCCCCCCC